4-bromofluoro-benzene BrC1=CC=C(C=C1)F